FC(C1=NN(C=C1)C1=CC=C(C(=O)O)C=C1)(F)F 4-[3-(Trifluoromethyl)pyrazol-1-yl]benzoic acid